3-[4-(5-benzyl-pyrimidin-2-yl)-piperazin-1-yl]-6-methoxypyrazolo-[1,5-a]pyridine C(C1=CC=CC=C1)C=1C=NC(=NC1)N1CCN(CC1)C=1C=NN2C1C=CC(=C2)OC